ethyl heneicosanate C(CCCCCCCCCCCCCCCCCCCC)(=O)OCC